C(C)C=1OC(=CC1NC(NS(N(C1CN(CCC1)C)C=1C=NN(C1)C)(=O)=O)=O)C(C)C 3-[2-Ethyl-5-(propan-2-yl)furan-3-yl]-1-[(1-methyl-1H-pyrazol-4-yl)(1-methyl-piperidin-3-yl)sulfamoyl]urea